N-(1-methyl-2-(6-methyl-1-((2-(trimethylsilyl)ethoxy)methyl)-1H-indol-5-yl)-1H-pyrrolo[2,3-c]pyridin-5-yl)cyclopropanecarboxamide CN1C(=CC=2C1=CN=C(C2)NC(=O)C2CC2)C=2C=C1C=CN(C1=CC2C)COCC[Si](C)(C)C